COC1=C(C=C(N=N1)C=1C(NC(NC1)=O)=O)NCCC1=CC=CC=C1 5-(6-methoxy-5-(phenethylamino)pyridazin-3-yl)pyrimidine-2,4(1H,3H)-dione